chromapentaerythritol O[Cr]C(CO)(CO)CO